2-cyclopentyl-6-(4-methoxyphenyl)pyridine-2,3-diamine C1(CCCC1)C1(NC(=CC=C1N)C1=CC=C(C=C1)OC)N